N-(cis-2-((benzyloxy)methyl)tetrahydro-2H-pyran-4-yl)-6-chloro-N-(2,4-dimethoxybenzyl)-3-nitroquinolin-4-amine C(C1=CC=CC=C1)OC[C@@H]1OCC[C@@H](C1)N(C1=C(C=NC2=CC=C(C=C12)Cl)[N+](=O)[O-])CC1=C(C=C(C=C1)OC)OC